4-{1-[5-iso-propyl-2-methyl-4-(2-methylpropoxy)phenyl]-ethenyl}benzoic Acid C(C)(C)C=1C(=CC(=C(C1)C(=C)C1=CC=C(C(=O)O)C=C1)C)OCC(C)C